C(=O)OC(C)(CCNCC1=CC(=CC=C1)Br)C 4-((3-bromobenzyl)amino)-2-methylbutan-2-ol formate